4-[(4-cyclohexylphenyl)amino]-2-{methyl[2-(1,2,4-oxadiazol-3-yl)ethyl]amino}-6-(propan-2-yl)-5,6-dihydro-7H-pyrrolo[3,4-d]pyrimidin-7-one C1(CCCCC1)C1=CC=C(C=C1)NC=1C2=C(N=C(N1)N(CCC1=NOC=N1)C)C(N(C2)C(C)C)=O